C1N(CC2=CC=CC=C12)CC1=CC(=C(OCC2=CC=C(C=C2)C(C)O)C=C1)S(=O)(=O)C 1-(4-((4-(isoindolin-2-ylmethyl)-2-(methylsulfonyl)phenoxy)methyl)phenyl)ethanol